O(C)C=1C=NC=NC1 5-methoxyl-pyrimidine